ClC=1C=C(NC2(CCC3(C(=CC4=CC(=CC=C34)C)C[C@H](COCC3=CC=C(C=C3)OC)C)CC2)C(=O)OC)C=CC1 methyl (1r,4R)-4-(3-chloroanilino)-2'-{(2R)-3-[(4-methoxyphenyl)methoxy]-2-methylpropyl}-5'-methylspiro[cyclohexane-1,1'-indene]-4-carboxylate